CNC(C)CC1=CC2=C(C=C1)OCO2 Methyl-3,4-methylenedioxyamphetamine